C(C)C1=NC(=C(N=C1C)C)C 2-ethyl-3,5,6-trimethylpyrazine